COC1=C(C(=CC=C1)OC)N1C(=NC=2C1=NC(=CN2)NS(=O)(=O)C(C)C2=CC=CC=C2)C2=NC(=CC=C2)OCC N-(1-(2,6-dimethoxyphenyl)-2-(6-ethoxypyridin-2-yl)-1H-imidazo[4,5-b]pyrazin-6-yl)-1-phenylethanesulfonamide